C(C)(C)(C)OC(=O)N1C(CN(CC1)C(=O)C1=NC2=CC=C(C=C2C(=N1)NC1=NNC(=C1)C1CC1)I)C 4-(4-((5-cyclopropyl-1H-pyrazol-3-yl)amino)-6-iodoquinazoline-2-carbonyl)-2-methylpiperazine-1-carboxylic acid tert-butyl ester